1-(5-methyl-1,3-thiazol-4-yl)meth-anamine hydrochloride Cl.CC1=C(N=CS1)CN